N=1NN=NC1C1CCN(CC1)CC1=CC=C(C=C1)NC1=NC(=NC=2C=NNC(C21)=O)N2CCCCCC2 4-((4-((4-(2H-tetrazol-5-yl)piperidin-1-yl)methyl)phenyl)amino)-2-(azepan-1-yl)pyrimido[4,5-d]pyridazin-5(6H)-one